IC1=C(C=CC=C1)N1C=CC2=C(C=CC=C12)Cl 1-(2-iodophenyl)-4-chloro-1H-indole